BrC=1C(=C(C=CC1)C(O)C1=C(C=CC(=C1)F)Cl)[N+](=O)[O-] (3-bromo-2-nitrophenyl)(2-chloro-5-fluorophenyl)methanol